(1R,3S,4R)-N-[(1R)-1-cyano-2-[(3R)-2-oxo-3-piperidyl]ethyl]-2-[(2R)-2-(2,5-difluoroanilino)propanoyl]-5,5-difluoro-2-azabicyclo[2.2.2]octane-3-carboxamide C(#N)[C@@H](C[C@@H]1C(NCCC1)=O)NC(=O)[C@H]1N([C@H]2CC([C@@H]1CC2)(F)F)C([C@@H](C)NC2=C(C=CC(=C2)F)F)=O